bis(oxalic acid) phosphate P(=O)(O)(O)O.C(C(=O)O)(=O)O.C(C(=O)O)(=O)O